NC\C=C(\CN1C2=NC=NC(=C2N(C1=O)C)C=1C=C(C=CC1)S(=O)(=O)NC)/F (Z)-3-(9-(4-amino-2-fluorobut-2-en-1-yl)-7-methyl-8-oxo-8,9-dihydro-7H-purin-6-yl)-N-methylbenzenesulfonamide